acetyl-5-(3-chlorophenyl)-3-[2-(3-fluoro-3-methyl-azetidin-1-yl)-2-oxo-ethyl]pyrrolo[2,1-f][1,2,4]triazin-4-one C(C)(=O)C1=NN2C(C(N1CC(=O)N1CC(C1)(C)F)=O)=C(C=C2)C2=CC(=CC=C2)Cl